FC1(CCN(CCC1C)C1=NC=C(C=C1C(=O)NC1=CC(=NC=C1)S(N)(=O)=O)C(F)(F)F)F 2-(4,4-difluoro-5-methylazepan-1-yl)-N-(2-sulfamoylpyridin-4-yl)-5-(trifluoromethyl)-pyridine-3-carboxamide